(9-phenyl-9H-carbazol-2-yl)boric acid C1(=CC=CC=C1)N1C2=CC=CC=C2C=2C=CC(=CC12)OB(O)O